pentafluoroethyl octyl-sulfonate C(CCCCCCC)S(=O)(=O)OC(C(F)(F)F)(F)F